C1(CC1)CN1CCC(CC1)N1CCC(CC1)C1=CC(=C2C(=N1)N(C(=N2)C2=CC=C(C=C2)S(=O)(=O)C)C)C 5-(1'-(cyclopropylmethyl)-[1,4'-bipiperidin]-4-yl)-3,7-dimethyl-2-(4-(methylsulfonyl)phenyl)-3H-imidazo[4,5-b]pyridine